(1R,2R,4S)-4-[(Z)-N-(difluoromethoxy)-C-phenyl-carbonimidoyl]-2-methoxy-N-methyl-cyclohexanamine FC(O\N=C(/C1=CC=CC=C1)\[C@@H]1C[C@H]([C@@H](CC1)NC)OC)F